(1-([1,1'-biphenyl]-4-ylmethyl)-4-(3-((4,5-dihydroxy-9,10-dioxo-9,10-dihydro-anthracene-2-carbonyl)oxy)propyl)pyridin-1-ium) bromide salt [Br-].C1(=CC=C(C=C1)C[N+]1=CC=C(C=C1)CCCOC(=O)C1=CC=2C(C3=CC=CC(=C3C(C2C(=C1)O)=O)O)=O)C1=CC=CC=C1